NC=1C=C(CN(C(OC(C)(C)C)=O)[C@H]2[C@@H](CCC2)O)C=C(C1O)C(F)(F)F tert-Butyl (3-amino-4-hydroxy-5-(trifluoromethyl)benzyl)((1R,2R)-2-hydroxycyclopentyl)carbamate